(Z)-3-tetradecenoic acid ethyl ester C(C)OC(C\C=C/CCCCCCCCCC)=O